C(C)(C)(C)C1=NN(C(=C1C(F)(F)F)C(=O)NC1=CC(=NC=C1)S(=O)(=N)C)CC1(CC(C1)(F)F)C 3-(tert-butyl)-1-((3,3-difluoro-1-methylcyclobutyl)methyl)-N-(2-(S-methylsulfonimidoyl)pyridin-4-yl)-4-(trifluoromethyl)-1H-pyrazole-5-carboxamide